1,4-dimethylpyrazole-3-carboxylic acid CN1N=C(C(=C1)C)C(=O)O